N=1C(C=CC1)=[Se] azoleselon